(R)-N-(4-(4-amino-7-oxo-1-(1,1,1-trifluoropropan-2-yl)-6,7-dihydro-1H-pyrazolo[3,4-d]pyridazin-3-yl)benzyl)-5-fluoro-2-methoxybenzamide NC=1C2=C(C(NN1)=O)N(N=C2C2=CC=C(CNC(C1=C(C=CC(=C1)F)OC)=O)C=C2)[C@@H](C(F)(F)F)C